(3S,8aR*)-7-[3-Chloro-2-fluoro-6-(tetrazol-1-yl)phenyl]-5-oxo-N-[4-(1H-tetrazol-5-yl)phenyl]-2,3,8,8a-tetrahydro-1H-indolizine-3-carboxamide ClC=1C(=C(C(=CC1)N1N=NN=C1)C1=CC(N2[C@@H](CC[C@@H]2C1)C(=O)NC1=CC=C(C=C1)C1=NN=NN1)=O)F |o1:19|